N-(5-(2-(((1r,4r)-4-(dimethylamino)cyclohexyl)amino)-8-ethylquinazolin-6-yl)-6-methylpyridin-2-yl)-3,3,3-trifluoropropane-1-sulfonamide CN(C1CCC(CC1)NC1=NC2=C(C=C(C=C2C=N1)C=1C=CC(=NC1C)NS(=O)(=O)CCC(F)(F)F)CC)C